(E)-4-(2,6,6-trimethyl-1-cyclohexen-1-yl)-3-buten-2-one CC1=C(C(CCC1)(C)C)/C=C/C(C)=O